NC1=CC(=NC(=N1)NC1=C(C=CC=C1)O)C(=O)N(C1=CC=CC=C1)C 6-Amino-2-((2-hydroxyphenyl)amino)-N-methyl-N-phenylpyrimidine-4-carboxamide